C(C)(C)(C)NCC1(CC(=C(C=C1)O)CO)CO 1-[(tert-butylamino)methyl]4-hydroxy-meta-xylene-α,α'-diol